pyrrolo[1,2-a]quinazolin C1=CC=C2N1C1=CC=CC=C1C=N2